7-methyl-8,14-dioxa-10,19,20,23-tetraazatetracyclo[13.5.2.12,6.018,21]tricosa-1(20),2,4,6(23),15,17,21-heptaen-9-one CC1C=2C=CC=C(C3=NNC4=CC=C(OCCCNC(O1)=O)C=C34)N2